(1-oxo-5-(1-((S)-pyrrolidin-2-yl)propoxy)isoindolin-2-yl)piperidine-2,6-dione O=C1N(CC2=CC(=CC=C12)OC(CC)[C@H]1NCCC1)N1C(CCCC1=O)=O